FC1(NC=CC=C1)F 2,2-difluoropyridine